diethyl 2-(((2r,3r,4r,5r)-3,4-diacetoxy-5-(6-amino-2-chloro-9H-purin-9-yl)-3-ethynyltetrahydrofuran-2-yl) methoxy)-2-(pyridin-4-ylmethyl)-malonate C(C)(=O)O[C@@]1([C@H](O[C@H]([C@@H]1OC(C)=O)N1C2=NC(=NC(=C2N=C1)N)Cl)COC(C(=O)OCC)(C(=O)OCC)CC1=CC=NC=C1)C#C